Benzeneacetic acid, 2-methylpropyl ester C1(=CC=CC=C1)CC(=O)OCC(C)C